borneol glycolate C(CO)(=O)OC1C2(CCC(C1)C2(C)C)C